C(C)OC1=CC=C(C=C1)C=1N=C(N(C1)C1=CC(=CC=C1)F)NCC1=CC=C(C=C1)C(F)(F)F 4-(4-ethoxyphenyl)-1-(3-fluorophenyl)-N-(4-(trifluoromethyl)benzyl)-1H-imidazol-2-amine